ClC=1C=C(C=CC1C(F)(F)F)NC(=O)N1[C@H]2CC[C@@H]1CC1=NC(NC=C12)=O (5S,8R)-N-(3-chloro-4-(trifluoromethyl)phenyl)-2-oxo-3,5,6,7,8,9-hexahydro-2H-5,8-epiminocyclohepta[d]pyrimidine-10-carboxamide